acrylic acid, acryl ester C(C=C)(=O)OC(=O)C=C